[Si](C)(C)(C(C)(C)C)OC1(CC1)CCCC=O 4-(1-((tert-Butyldimethylsilyl)oxy)cyclopropyl)butanal